NCC(=O)NCC(=O)N[C@@H](C)C(=O)O glycylglycinyl-L-alanine